C(C)(C)C1=C(C=C(C=C1)C)N1/C(/SCC1=O)=N/C(=O)NC1=NC=C(C=C1C)C1=NN(C=N1)C1=CC=C(C=C1)C(F)(F)F (Z)-1-(3-(2-isopropyl-5-methylphenyl)-4-oxothiazolidin-2-ylidene)-3-(3-methyl-5-(1-(4-(trifluoromethyl)phenyl)-1H-1,2,4-triazol-3-yl)pyridin-2-yl)urea